C(CCC)[Si](N[Si](CCCC)(CCCC)CCCC)(CCCC)CCCC hexa(n-butyl)disilazane